C1(CC1)C=1NC(=NN1)C1CC2(CN(C2)C(=O)N2CC3(C2)CC(C3)CC=3C=NC=C(C3)S(=O)(=O)C)C1 [6-(5-cyclopropyl-4H-1,2,4-triazol-3-yl)-2-azaspiro[3.3]heptan-2-yl]-[6-[(5-methylsulfonyl-3-pyridyl)methyl]-2-azaspiro[3.3]heptan-2-yl]methanone